C(C1=CC=CC=C1)OC(N(C1=NC=C(C=N1)C=1C=NC(=NC1)OC)[C@@H]1CC[C@H](CC1)N)=O (trans-4-aminocyclohexyl)(2'-methoxy-5,5'-bipyrimidin-2-yl)carbamic acid benzyl ester